CC(C)OC1=C(OC2=C(C1=O)C=CC=C2)C2=CC=CC=C2 3-(1-methylethoxy)-2-phenyl-4H-1-benzopyran-4-one